2,2-dideuterio-acetic acid [2H]C(C(=O)O)[2H]